tert-Butyl 8-ethyl-7-(4,4,5,5-tetramethyl-1,3,2-dioxaborolan-2-yl)-2,3-dihydro-1H-pyrido[2,3-b][1,4]oxazine-1-carboxylate C(C)C1=C(C=NC=2OCCN(C21)C(=O)OC(C)(C)C)B2OC(C(O2)(C)C)(C)C